4,8,12,16-tetramethylheptadecane-4-lactone CC1(CCC(=O)O1)CCCC(CCCC(CCCC(C)C)C)C